5-chloro-benzo[c]selenophen ClC1=CC=2C(=C[Se]C2)C=C1